C([O-])(O)=O.[Na+].C([O-])(O)=O.[Na+].C1=CC=CC=2C3=CC=CC=C3C(C12)COC(=O)NCC(=O)O N-{[(9H-fluoren-9-yl)methoxy]carbonyl}glycine sodium carbonate sodium bicarbonate